O=C1NC(CCC1N1C(C2=CC=C(C=C2C1=O)CN1CCN(CC1)C(C1=C(C=CC(=C1)CC1=NNC(C2=CC=CC=C12)=O)F)=O)=O)=O 2-(2,6-dioxopiperidin-3-yl)-5-((4-(2-fluoro-5-((4-oxo-3,4-dihydrophthalazin-1-yl)methyl)benzoyl)piperazin-1-yl)methyl)isoindoline-1,3-dione